1,1'-[[3-(dimethylamino)propyl]imino]bis(2-propanol) CN(CCCN(CC(C)O)CC(C)O)C